C1(OCC2CCC=CC12)=O 1,3a,4,7a-tetrahydroisobenzofuran-1(3H)-one